NC=1CC(=CC2=C(N1)C=CS2)C(=O)O 5-amino-6H-thieno[3,2-b]azepine-7-carboxylic acid